5-chloro-2,4-dimethylaniline ClC=1C(=CC(=C(N)C1)C)C